2-Amino-5-fluoro-4-iodopyridine NC1=NC=C(C(=C1)I)F